secondary pentyl acrylate C(C=C)(=O)OC(C)CCC